N-([1,1'-biphenyl]-4-yl)-2'-(carbazole-9-yl)-[1,1'-biphenyl]-4-amine C1(=CC=C(C=C1)NC1=CC=C(C=C1)C1=C(C=CC=C1)N1C2=CC=CC=C2C=2C=CC=CC12)C1=CC=CC=C1